C(CCCCCCC)(=O)OC[C@H]1O[C@@]([C@@H]([C@@H]1O)O)(C#N)N1C(N=C(C=C1)N)=O ((2R,3S,4R,5R)-5-(4-amino-2-oxopyrimidin-1(2H)-yl)-5-cyano-3,4-dihydroxytetrahydrofuran-2-yl)methyl octanoate